methyl (S,E)-(7-(dimethylamino)-1,7-dioxo-1-((2-oxo-1-((7-(2,2,2-trifluoroethoxy)benzo[d]thiazol-2-yl)methyl)-1,2-dihydropyridin-3-yl)amino)hept-5-en-2-yl)carbamate CN(C(/C=C/CC[C@@H](C(NC=1C(N(C=CC1)CC=1SC2=C(N1)C=CC=C2OCC(F)(F)F)=O)=O)NC(OC)=O)=O)C